BrC1=CC(=C2C=NN(C2=C1)CC(=O)N1CCCC1)F 2-(6-bromo-4-fluoro-1H-indazol-1-yl)-1-(pyrrolidin-1-yl)ethanone